C(C)(C)(C)OC(NC\C=C\CN1C(=NC2=NC(=CC=C21)C(N)=O)NC(=O)C=2N(N=C(C2)C)CC)=O.N(=[N+]=[N-])CC2CCN(CC2)CC2=CC(=C(C=C2)OCC(C)C)Cl 4-(Azidomethyl)-1-(3-chloro-4-isobutoxybenzyl)piperidine tert-butyl-N-[(E)-4-[5-carbamoyl-2-[(2-ethyl-5-methyl-pyrazole-3-carbonyl)amino]imidazo[4,5-b]pyridin-1-yl]but-2-enyl]carbamate